2-(3-chlorophenyl)-2-methyl-1-(naphthalen-2-yl)propyl (3-cyclohexyl-1-((4-(diethylamino)-3,4-dioxo-1-(2-oxopyrrolidin-3-yl)butan-2-yl)amino)-1-oxopropan-2-yl)carbamate C1(CCCCC1)CC(C(=O)NC(CC1C(NCC1)=O)C(C(=O)N(CC)CC)=O)NC(OC(C(C)(C)C1=CC(=CC=C1)Cl)C1=CC2=CC=CC=C2C=C1)=O